(S)-4-(3-oxomorpholin-4-yl)-3-(4-methylphenyl)-N-((R)-1-(2-(trifluoromethyl)pyrimidin-5-yl)ethyl)-4,5-dihydro-1H-pyrazol-1-carboxamide O=C1N(CCOC1)[C@@H]1C(=NN(C1)C(=O)N[C@H](C)C=1C=NC(=NC1)C(F)(F)F)C1=CC=C(C=C1)C